3-(2-Nitrophenyl)-3-carbonyl-propionitrile [N+](=O)([O-])C1=C(C=CC=C1)C(CC#N)=C=O